N-[(5R)-1-amino-5H,6H,7H-cyclopenta[c]pyridin-5-yl]-1-({6-[(1R,5S,6R)-6-cyano-3-azabicyclo[3.1.0]hex-3-yl]-2-methylpyridin-3-yl}methyl)-1H-pyrazole-4-carboxamide NC1=NC=CC2=C1CC[C@H]2NC(=O)C=2C=NN(C2)CC=2C(=NC(=CC2)N2C[C@H]1C([C@H]1C2)C#N)C